2-(ethylamino)-N-(3-(3-(methylamino)-1-(thiophen-2-yl)propoxy)phenyl)-4-(pyrrolidin-1-yl)pyrimidine-5-carboxamide C(C)NC1=NC=C(C(=N1)N1CCCC1)C(=O)NC1=CC(=CC=C1)OC(CCNC)C=1SC=CC1